Adamantane-1-carboxylic acid [4-(4-chloro-phenyl)-thiazol-2-yl]-amide ClC1=CC=C(C=C1)C=1N=C(SC1)NC(=O)C12CC3CC(CC(C1)C3)C2